CNCCOC=1C=NC=CC1 N-methyl-2-(pyridin-3-yloxy)ethan-1-amine